FCCN1N=CC(=C1)C1=CC=C(C=N1)/C=C/C=1C=NC(=NC1)N1C[C@@H](N(CC1)C1=NC=CC=N1)COC (R,E)-5-(2-(6-(1-(2-fluoroethyl)-1H-pyrazol-4-yl)pyridin-3-yl)vinyl)-2-(3-(methoxymethyl)-4-(pyrimidin-2-yl)piperazin-1-yl)pyrimidine